C1=CC=C2C=CC=3C=CC=C4C5=C(C1=C2C43)C=CC=C5 benzo[3,4]pyrene